(2R)-2,4-dimethyl-1-piperazinecarboxylic acid 4-[(3-chloro-2-fluorophenyl) amino]-7-methoxy-6-quinazolinyl ester ClC=1C(=C(C=CC1)NC1=NC=NC2=CC(=C(C=C12)OC(=O)N1[C@@H](CN(CC1)C)C)OC)F